ditolyl-phosphorus palladium dichloride [Pd](Cl)Cl.C1(=C(C=CC=C1)[P]C1=C(C=CC=C1)C)C